C[C@H]1[C@H]([C@H]([C@@H]([C@@H](O1)O[C@@H]2[C@H]([C@@H](O[C@@H]([C@H]2O[C@H]3[C@@H]([C@H]([C@H]([C@H](O3)CO)Cl)O)O)CO)OC)NC(=O)C)O)O)O The molecule is a methyl glycoside that is alpha-L-Fucp-(1->3)-[beta-D-Galp-(1->4)]-beta-D-GlcpNAc (Le(x)) in which the galactose 4-OH is replaced by chlorine and the hydroxy group at the reducing-end anomeric centre is methylated. It is a methyl glycoside and a trisaccharide derivative. It derives from an alpha-L-Fucp-(1->3)-[beta-D-Galp-(1->4)]-beta-D-GlcpNAc.